4-bromo-5-[3-[(tert-butyldimethylsilyl)oxy]-1-(oxetan-2-yloxy)propyl]-1,3-thiazole BrC=1N=CSC1C(CCO[Si](C)(C)C(C)(C)C)OC1OCC1